N,N-dimethyl-2-[5-[(2R,5S)-5-methyl-2-piperidyl]indazol-2-yl]ethanamine CN(CCN1N=C2C=CC(=CC2=C1)[C@@H]1NC[C@H](CC1)C)C